O(C1=CC=CC=C1)C1=C(C=CC=C1)SC1=CC=C(C=C1)F (4-fluorophenyl) (2-phenoxyphenyl) sulfide